(+)-Carene CC1=CC[C@H]2[C@@H](C1)C2(C)C